tert-butyl 4-[2-(4-tert-butoxycarbonylpiperazin-1-yl)-3-chloro-6-quinolyl]piperazine-1-carboxylate C(C)(C)(C)OC(=O)N1CCN(CC1)C1=NC2=CC=C(C=C2C=C1Cl)N1CCN(CC1)C(=O)OC(C)(C)C